N-(2-(4-bromo-1H-pyrazol-1-yl)ethyl)-2,2,2-trifluoro-N-methylethan-1-amine BrC=1C=NN(C1)CCN(CC(F)(F)F)C